BrC=1C=C2C=NNC2=CC1C#CC1(COC1)C 5-bromo-6-[2-(3-methyl-oxetan-3-yl)ethynyl]-1H-indazole